2-(4-(3-((4-(trifluoromethyl)phenyl)amino)pyrazin-2-yl)piperazine-1-carbonyl)allyl acetate C(C)(=O)OCC(=C)C(=O)N1CCN(CC1)C1=NC=CN=C1NC1=CC=C(C=C1)C(F)(F)F